CN1N=C(C(=C1)C)N 1,4-dimethylpyrazol-3-amine